C=1N=CN2C1C(=CC=C2)C=O (imidazo[1,5-a]pyridin-8-yl)methanone